2,2'-[thianthrene-2,7-diylbis(methyleneoxy[1,1'-binaphthalene]-2',2-diyloxy)]di(ethan-1-ol) C1=C(C=CC=2SC3=CC(=CC=C3SC12)COC1=C(C2=CC=CC=C2C=C1)C1=C(C=CC2=CC=CC=C12)OCCO)COC1=C(C2=CC=CC=C2C=C1)C1=C(C=CC2=CC=CC=C12)OCCO